4-((2-carbamoylpyrrolo[3,2-d]pyrimidin-5-yl)methyl)phenylboronic acid C(N)(=O)C=1N=CC2=C(N1)C=CN2CC2=CC=C(C=C2)B(O)O